C(C)(C)(C)OC(=O)N1C[C@H](N(CC1)C1=NC=C(C=C1F)C(F)(F)F)CCO (R)-4-(3-fluoro-5-(trifluoromethyl)pyridin-2-yl)-3-(2-hydroxyethyl)piperazine-1-carboxylic acid tert-butyl ester